ClC=1C=C(C=CC1F)[C@]1(CC[C@H]2N(CCN(C2)C(=O)C2=C(C(=CC=C2)N2CC(C2)O)Cl)C1)O [(7S,9aR)-7-(3-chloro-4-fluorophenyl)-7-hydroxy-3,4,6,8,9,9a-hexahydro-1H-pyrido[1,2-a]pyrazin-2-yl]-[2-chloro-3-(3-hydroxyazetidin-1-yl)phenyl]methanone